(S)-3-Fluoro-2-((R)-3-methylmorpholin-4-yl)-9-[2-oxo-2-(tetrahydropyran-4-yl)ethyl]-8-trifluoromethyl-6,7,8,9-tetrahydropyrimido[1,2-a]pyrimidin-4-one FC1=C(N=C2N(C1=O)CC[C@H](N2CC(C2CCOCC2)=O)C(F)(F)F)N2[C@@H](COCC2)C